(M)-7-amino-8-(3-hydroxy-2,6-dimethylphenyl)quinoxaline-6-carboxamide NC1=C(C=C2N=CC=NC2=C1C1=C(C(=CC=C1C)O)C)C(=O)N